C1(=CC=CC=C1)OC1=CC=CC=C1 Phenyl ether